NC1=NC=2C=CC(=CC2C2=C1N(N=C2)C)C(=O)N(C2COC1=C2C=CC(=C1)C(F)(F)F)C=1C=NN(C1)C 4-amino-3-methyl-N-(1-methyl-1H-pyrazol-4-yl)-N-(6-(trifluoromethyl)-2,3-dihydrobenzofuran-3-yl)-3H-pyrazolo[3,4-c]quinolin-8-carboxamide